dinitro-4-(trifluoromethyl)benzenamine [N+](=O)([O-])C=1C(=C(C=CC1C(F)(F)F)N)[N+](=O)[O-]